(2R,3S,4S)-2,3,4,6-tetrabenzyloxy-5-oxo-hexanamide C(C1=CC=CC=C1)O[C@@H](C(=O)N)[C@H]([C@@H](C(COCC1=CC=CC=C1)=O)OCC1=CC=CC=C1)OCC1=CC=CC=C1